CS(=O)(=O)CCN1C[C@@H](CCC1)NC1=NN=C(C2=CC=CC=C12)C1=C(C=C(C=C1)C#CC)O (R)-2-(4-((1-(2-(methylsulfonyl)ethyl)piperidin-3-yl)amino)phthalazin-1-yl)-5-(propyn-1-yl)phenol